(S)-N-(5-(2-(2-aminopyridin-3-yl)-7-chloro-5-(1H-pyrazol-1-yl)-3H-imidazo[4,5-b]pyridin-3-yl)-2,3-dihydro-1H-inden-1-yl)-3-(1,3-dioxolan-2-yl)-4-((4-methoxybenzyl)oxy)benzamide NC1=NC=CC=C1C1=NC=2C(=NC(=CC2Cl)N2N=CC=C2)N1C=1C=C2CC[C@@H](C2=CC1)NC(C1=CC(=C(C=C1)OCC1=CC=C(C=C1)OC)C1OCCO1)=O